Cl.N[C@H]1CC[C@H](CC1)O (cis)-4-aminocyclohexan-1-ol hydrochloride